NCC(=O)C1=C(C=C(C=C1)F)F 2-amino-2',4'-difluoroacetophenone